6-(3-methyl-1,2,4-oxadiazol-5-yl)pyridine-3-carboxylic acid methyl ester COC(=O)C=1C=NC(=CC1)C1=NC(=NO1)C